C1(=CC=CC=C1)\C=C\C(\C=C\C1=CC=CC=C1)=N (1E,4E)-1,5-diphenylpenta-1,4-dien-3-imine